6-benzyloxy-2-hydroxy-7-methoxy-1-[(E)-2-(6-methyl-1,3-benzodioxol-5-yl)vinyl]-3,4-dihydro-1H-isoquinoline C(C1=CC=CC=C1)OC=1C=C2CCN(C(C2=CC1OC)\C=C\C1=CC2=C(OCO2)C=C1C)O